N\C(\C(=O)OC)=N/OC(C1=CC(=CC=C1)[N+](=O)[O-])=O methyl (Z)-2-amino-2-(((3-nitrobenzoyl)oxy)imino)acetate